[6,8-dimethyl-2-(3-methyl-1-benzofuran-2-yl)quinolin-4-yl]Methanol CC=1C=C2C(=CC(=NC2=C(C1)C)C=1OC2=C(C1C)C=CC=C2)CO